FC=1C(=NC=C(C1)F)C(COC)=O 1-(3,5-difluoro-2-pyridyl)-2-methoxy-ethanone